ClC1=CC=C(C=N1)C1CN(CC1)C(=O)C1=CC(=NN1)C1=CN=NC=C1 [3-(6-chloro-3-pyridyl)pyrrolidin-1-yl]-(3-pyridazin-4-yl-1H-pyrazol-5-yl)methanone